C1(=CC=CC=C1)C1=CC(=CC=2C3=CC=CC=C3NC12)C1=CC=C(C=C1)C=1C2=CC=CC=C2C(=C2C=CC=CC12)C1=CC=CC=C1 phenyl-3-[4-(10-phenyl-9-anthryl)phenyl]-9H-carbazole